1,3,4-tris(chloromethyl)-benzene ClCC1=CC(=C(C=C1)CCl)CCl